COC(CCC(=CCCC(CCCO)C)C)OC 11,11-dimethoxy-4,8-dimethylundec-7-en-1-ol